BrC1=CC(=CC=2C=C3N(C12)CCC3)O 5-bromo-2,3-dihydro-1H-pyrrolo[1,2-a]indol-7-ol